ClC1=CC=C(C(=N1)C=1C=C2C(=CN1)N(N=C2)CC(C(F)(F)F)(F)F)SCC 5-(6-chloro-3-ethylsulfanyl-2-pyridyl)-1-(2,2,3,3,3-pentafluoropropyl)pyrazolo[3,4-c]pyridine